5-(2-chlorobenzyl)-3-((2-methylbenzyl)amino)-4H-benzo[e][1,2,4]thiadiazine 1,1-dioxide ClC1=C(CC2=CC=CC3=C2NC(=NS3(=O)=O)NCC3=C(C=CC=C3)C)C=CC=C1